3-β-D-ribofuranosyl-(2,6-diaminopyrimidine) triphosphate OP(O)(=O)OP(=O)(O)OP(=O)(O)O.[C@@H]1([C@H](O)[C@H](O)[C@H](O1)CO)N1C(N=C(C=C1)N)N